C(C)N1C=2N(C(N=C(C2N=C1CC#N)O)=O)C 2-(9-ethyl-6-hydroxy-3-methyl-2-oxo-3,9-dihydro-2H-purin-8-yl)acetonitrile